3-(difluoromethyl)-N-(4-(7-methoxy-1,9-dimethyl-9H-pyrido[3,4-b]indol-6-yl)phenyl)-1-methyl-1H-pyrazole-4-carboxamide FC(C1=NN(C=C1C(=O)NC1=CC=C(C=C1)C=1C=C2C3=C(N(C2=CC1OC)C)C(=NC=C3)C)C)F